[Cl-].[Cl-].C1(=CC=CC2=CC=CC=C12)CC(=[Zr+2](C1=C(C(=CC=2C3=CC(=C(C=C3CC12)C1=CC=CC=C1)C(C)(C)C)C(C)(C)C)C1=CC=CC=C1)C1C=CC=C1)CC1=CC=CC2=CC=CC=C12 di-(naphthylmethyl)methylene(cyclopentadienyl)(2,7-diphenyl-3,6-di-tert-butylfluorenyl)zirconium dichloride